N-[(1R,5S)-8-benzyl-8-azabicyclo[3.2.1]oct-3-yl]-6-(4-fluorophenyl)-8-methoxy-quinazolin-4-amine C(C1=CC=CC=C1)N1[C@H]2CC(C[C@@H]1CC2)NC2=NC=NC1=C(C=C(C=C21)C2=CC=C(C=C2)F)OC